C1(CC2C(CC1)O2)C(=O)OCCOCCO diethyleneglycol e-3,4-epoxycyclohexanecarboxylate